3-amino-7-ethyl-4-(methylamino)-1-(2-methylpyridin-3-yl)-1,8-naphthyridin-2(1H)-one NC=1C(N(C2=NC(=CC=C2C1NC)CC)C=1C(=NC=CC1)C)=O